FC1=C(CC2=NC3=C(N2C[C@H]2OCC2)C=C(C=C3F)C(=O)O)C=C(C(=C1)C1=NC(=CC=C1)OCC1=NC=C(C=C1F)C#CC=1C=NN(C1)C)F (S)-2-(2,5-difluoro-4-(6-((3-fluoro-5-((1-methyl-1H-pyrazol-4-yl)ethynyl)pyridin-2-yl)methoxy)pyridin-2-yl)benzyl)-4-fluoro-1-(oxetan-2-ylmethyl)-1H-benzo[d]imidazole-6-carboxylic acid